CC=1N=C2N(C=C(C=C2C#N)C2=CC3=C(C=N2)N=C(S3)OC3CCNCC3)C1 2-methyl-6-{2-[(piperidin-4-yl)oxy][1,3]thiazolo[4,5-c]pyridin-6-yl}imidazo[1,2-a]pyridine-8-carbonitrile